ClC1=C(C(=CC=C1)C=O)B(O)O 2-chloro-6-formylphenylboronic acid